1-(4-chlorophenyl)prop-2-en-1-ol ClC1=CC=C(C=C1)C(C=C)O